C(C)N(C=NC1=C(C=C(C(=C1)C)N(C)C1=CC=C(C=C1)OC)C)C N-ethyl-N'-(4-((4-methoxyphenyl)(methyl)amino)-2,5-dimethylphenyl)-N-methylformimidamide